4-([1,1'-biphenyl]-2-yl)-2-formylquinoline-6-carboxamide C1(=C(C=CC=C1)C1=CC(=NC2=CC=C(C=C12)C(=O)N)C=O)C1=CC=CC=C1